3-(2,4-dichlorophenyl)propionamide ClC1=C(C=CC(=C1)Cl)CCC(=O)N